4-Chloro-5-(3-((4-fluoro-3-(trifluoromethyl)phenyl)(methoxy)methyl)-5,6-dihydroimidazo[1,2-a]pyrazin-7(8H)-yl)pyridazin-3(2H)-one ClC=1C(NN=CC1N1CC=2N(CC1)C(=CN2)C(OC)C2=CC(=C(C=C2)F)C(F)(F)F)=O